Dimethyl 5-(2-(methylamino)ethyl)isophthalate CNCCC=1C=C(C=C(C(=O)OC)C1)C(=O)OC